C(C1=CC=CC=C1)OC1=CC(=C(C(=C1)F)C1=C(CCCC2=C1C=CC(=C2)OC)C2=CC=CC=C2)F 9-(4-(benzyloxy)-2,6-difluorophenyl)-3-methoxy-8-phenyl-6,7-dihydro-5H-benzo[7]annulene